(2S,11aR)-7-fluoro-6-isopropoxy-8-methyl-2-((2-oxo-2,3,4,5-tetrahydro-1H-pyrido[4,3-b]azepin-8-yl)oxy)-2,3,11,11a-tetrahydro-1H,5H-benzo[f]pyrrolo[2,1-c][1,4]oxazepin-5-one FC=1C(=CC2=C(C(N3[C@@H](CO2)C[C@@H](C3)OC3=CC=2NC(CCCC2C=N3)=O)=O)C1OC(C)C)C